cysteine-amide N[C@@H](CS)C(=O)N